FC1(CC12CC(C2)(O)C2=CC1=C(N=C(N=C1)C1=CC=3C(N=C1)=NN(C3)C)S2)F cis-1,1-difluoro-5-(2-(2-methyl-2H-pyrazolo[3,4-b]pyridin-5-yl)thieno[2,3-d]pyrimidin-6-yl)spiro[2.3]hexan-5-ol